BrC=1C=NN(C1)CC(C=O)(C)C 3-(4-bromo-1H-pyrazol-1-yl)-2,2-dimethylpropanal